1,2-diethylethylene C(C)C=CCC